7-((E)-2-((3aR,4R,6aS)-6-(4-amino-5,6-dihydro-7H-pyrrolo[2,3-d]pyrimidin-7-yl)-2,2-dimethyltetrahydro-4H-cyclopenta[d][1,3]dioxolan-4-yl)vinyl)-3-bromoquinolin-2-amine NC=1C2=C(N=CN1)N(CC2)C2C[C@@H]([C@@H]1[C@H]2OC(O1)(C)C)/C=C/C1=CC=C2C=C(C(=NC2=C1)N)Br